FC=1C=CC(=C(C1)C=1C(=NC(=NC1)C1=C(C=CC=C1OC)F)C(=O)N)N1C2C(CC1)CNC2 (5-fluoro-2-(hexahydropyrrolo[3,4-b]pyrrol-1(2H)-yl)phenyl)-2-(2-fluoro-6-methoxyphenyl)pyrimidine-4-carboxamide